OCCNC(=O)C1N(CCC(C1)CCC1=CC=CC=C1)C(=O)OC(C)(C)C tert-Butyl 2-((2-hydroxyethyl)carbamoyl)-4-phenethylpiperidine-1-carboxylate